tert-butyl N-[(3R)-1-[7-({8-chloro-2-methylimidazo[1,2-a]pyrazin-6-yl}carbamoyl)-2-methylindazol-4-yl]pyrrolidin-3-yl]-N-methylcarbamate ClC=1C=2N(C=C(N1)NC(=O)C1=CC=C(C3=CN(N=C13)C)N1C[C@@H](CC1)N(C(OC(C)(C)C)=O)C)C=C(N2)C